Tin chloride hydrate O.[Sn](Cl)(Cl)(Cl)Cl